[Na].C1(=CC=CC=C1)[Si]([Si]([Si](O)(C1=CC=CC=C1)C1=CC=CC=C1)(C1=CC=CC=C1)C1=CC=CC=C1)(C1=CC=CC=C1)C1=CC=CC=C1 heptaphenyl-trisilanol sodium salt